2-methoxy-5-((4-methoxybenzyl)thio)pyrazine COC1=NC=C(N=C1)SCC1=CC=C(C=C1)OC